(S)-2-(4-((2,2-dimethyltetrahydrofuran-3-yl)amino)pyrido[3,4-d]pyridazin-1-yl)-5-(trifluoromethyl)phenol CC1(OCC[C@@H]1NC=1N=NC(=C2C1C=NC=C2)C2=C(C=C(C=C2)C(F)(F)F)O)C